CN(C(=O)OC(C)(C)C)CCS 2-(N-methyl-N-t-butoxycarbonylamino)ethanethiol